C(C)OC1=C(C=C2CN(C(C2=C1)=O)CC1=CC=NC=C1)C(=O)O 6-ethoxy-1-oxo-2-(pyridin-4-ylmethyl)isoindoline-5-carboxylic acid